Cl.N1C(=NC2=C1C=CC=C2)C(C2=C(C=CC(=C2)F)O)N2N=C1C(=C(C=CC1=C2)C2=CC=C(C=C2)C2CCN(CC2)C)F 2-[1H-benzimidazol-2-yl-[7-fluoro-6-[4-(1-methyl-4-piperidinyl)phenyl]indazol-2-yl]methyl]-4-fluoro-phenol, hydrochloride